C1(CC1)C(=O)N1CC2(CC1)CCN(CC2)C2=NC=1C=CNC(C1C(=C2)NC2=NC=C(C=C2)N2CCC(CC2)O)=O 2-[2-(cyclopropanecarbonyl)-2,8-diazaspiro[4.5]dec-8-yl]-4-[[5-(4-hydroxy-1-piperidinyl)-2-pyridinyl]amino]-6H-1,6-naphthyridin-5-one